1-methoxyindol-3-ylmethyl isothiocyanate CON1C=C(C2=CC=CC=C12)CN=C=S